1-[(1R)-1-methyl-2-phenyl-ethyl]imidazo[4,5-c]quinolin-4-amine C[C@H](CC1=CC=CC=C1)N1C=NC=2C(=NC=3C=CC=CC3C21)N